BrC1=CC=2C3=C(C=NC2C=C1F)N(C(C31CN(C1)C1=CC=C(C=C1)Cl)=O)C 8'-Bromo-1-(4-chlorophenyl)-7'-fluoro-3'-methylspiro[azetidine-3,1'-pyrrolo[2,3-c]quinolin]-2'(3'H)-one